tert-butyl 4-(6-fluoro-2-methyl-isoindolin-4-yl)piperazine-1-carboxylate FC1=CC(=C2CN(CC2=C1)C)N1CCN(CC1)C(=O)OC(C)(C)C